C[Si](C)(C)C#CC=1C=C(C=CC1)B(O)O (3-[(TRIMETHYLSILYL)ETHYNYL]PHENYL)BORONIC ACID